NC1=C(C#N)C(=CC=C1)B1OCC(CO1)(C)C 2-amino-6-(5,5-dimethyl-1,3,2-dioxaborinan-2-yl)benzonitrile